FC(C1=NC(=NC(=N1)C(F)(F)F)N1[C@H](C=2NC3=CC=C(C=C3C2CC1)Cl)CC(CO)CO)(F)F (S)-2-((2-(4,6-bis(trifluoromethyl)-1,3,5-triazin-2-yl)-6-chloro-2,3,4,9-tetrahydro-1H-pyrido[3,4-b]indol-1-yl)methyl)propane-1,3-diol